CN1N=CC2=CC=C(C=C12)C1=C2CN(C(C2=CC=C1)=O)C/C(/C#N)=C\C (2E)-2-{[4-(1-methyl-1H-indazol-6-yl)-1-oxo-2,3-dihydro-1H-isoindol-2-yl]methyl}but-2-enenitrile